N-{5-[(1-{4-[(3R)-2,6-dioxopiperidin-3-yl]phenyl}piperidin-4-yl)methyl]-5-azaspiro[3.5]nonan-8-yl}-1-[6-(2-hydroxyphenyl)pyridazin-4-yl]-4-(oxan-4-yl)piperidine-4-carboxamide O=C1NC(CC[C@@H]1C1=CC=C(C=C1)N1CCC(CC1)CN1C2(CCC2)CC(CC1)NC(=O)C1(CCN(CC1)C1=CN=NC(=C1)C1=C(C=CC=C1)O)C1CCOCC1)=O